4-[[2,6-dimethoxy-4-(2-methyl-1-oxo-2,7-naphthyridin-4-yl)phenyl]methyl]piperazine-1-carboxylic acid tert-butyl ester C(C)(C)(C)OC(=O)N1CCN(CC1)CC1=C(C=C(C=C1OC)C1=CN(C(C2=CN=CC=C12)=O)C)OC